3-aminocyclohexanecarboxylic acid NC1CC(CCC1)C(=O)O